C1(CC1)C=1N=CC2=C(N1)NC=C2C=2C=CC=1N(C2)C(=CN1)C(=O)NCC(F)F 6-(2-Cyclopropyl-7H-pyrrolo[2,3-d]pyrimidin-5-yl)-N-(2,2-difluoroethyl)imidazo[1,2-a]pyridine-3-carboxamide